FC1=C(C=CC(=C1)F)C1=C(C=C2C(NC(N3C2=C1SC[C@H](C3)OCC)=O)=O)C(F)(F)F (3S)-11-(2,4-difluorophenyl)-3-ethoxy-10-(trifluoromethyl)-3,4-dihydro-2H,6H-[1,4]thiazepino[2,3,4-ij]quinazoline-6,8(7H)-dione